4-methoxy-5-(oxan-4-yl)-2H-indazole-7-carboxylic acid COC=1C2=CNN=C2C(=CC1C1CCOCC1)C(=O)O